S1C(=NC2=C1C=CC=C2)NC(=O)C=2C=CC=C1CCN(CC21)C2=CC=C(C(=N2)C(=O)OC(C)(C)C)C=2C=NN(C2C)CC2=CC=CC=C2 tert-Butyl 6-[8-(1,3-benzothiazol-2-ylcarbamoyl)-3,4-dihydro-1H-isoquinolin-2-yl]-3-(1-benzyl-5-methyl-pyrazol-4-yl)pyridine-2-carboxylate